COC(=O)C1=CC=2C(=NC(=C(C2)F)Cl)N1S(=O)(=O)C1=CC=CC=C1 1-(benzenesulfonyl)-6-chloro-5-fluoro-pyrrolo[2,3-b]Pyridine-2-carboxylic acid methyl ester